Methyl (S)-3-cyclopropyl-2-(2-((S)-1-(2,3-difluorobenzyl)-5-oxopyrrolidin-2-yl)-N-(prop-2-yn-1-yl)acetamido)propanoate C1(CC1)C[C@@H](C(=O)OC)N(C(C[C@H]1N(C(CC1)=O)CC1=C(C(=CC=C1)F)F)=O)CC#C